NCCN1C(C2(C(C1=O)C1=CC=CC=C1)CCN(CC2)C([C@@H](C(C)C)NC(C2=C(C=CC(=C2)C(F)(F)F)F)=O)=O)=O N-((2R)-1-(2-(2-aminoethyl)-1,3-dioxo-4-phenyl-2,8-diazaspiro[4.5]decan-8-yl)-3-methyl-1-oxobutan-2-yl)-2-fluoro-5-(trifluoromethyl)benzamide